C(C)(=O)NC=1C=C(C=CC1Cl)CN1CCC(CC1)(CC#N)N1N=C(C(=C1)C(=O)N)NC(=O)C1CC1 1-[1-[(3-acetamido-4-chloro-phenyl)methyl]-4-(cyanomethyl)-4-piperidyl]-3-(cyclopropanecarbonylamino)pyrazole-4-carboxamide